NC=1C=C(C(=NC1)N1N=CC(=C1)O)Cl 1-(5-amino-3-chloropyridin-2-yl)-1H-pyrazol-4-ol